4-chloro-2-(3,5-dimethyl-1H-pyrazol-1-yl)-6-methylpyridine ClC1=CC(=NC(=C1)C)N1N=C(C=C1C)C